4-[4-(5-chloro-3-methyl-2-pyridyl)-5-methyl-3,6-dihydro-2H-pyridin-1-yl]-1,6-dimethyl-pyrazolo[3,4-b]pyridine ClC=1C=C(C(=NC1)C=1CCN(CC1C)C1=C2C(=NC(=C1)C)N(N=C2)C)C